tert-butyl ((1,4-oxazepan-6-yl)methyl)carbamate O1CCNCC(C1)CNC(OC(C)(C)C)=O